C(=O)O.CN1C(=NN=C1)CC1(COC1)C=1C=C(C=CC1)N1C(C2=CC(=CC(=C2C1)C(F)(F)F)C1NCCC1)=O 2-(3-(3-((4-methyl-4H-1,2,4-triazol-3-yl)methyl)oxetan-3-yl)phenyl)-6-(pyrrolidin-2-yl)-4-(trifluoromethyl)isoindolin-1-one formate